FC(C1=CC=C(C=N1)C=1OC(=CN1)C(=O)N)(F)F 2-[6-(trifluoromethyl)pyridin-3-yl]-1,3-oxazole-5-carboxamide